tert-butyl (3S)-3-([8-carbamoyl-6-chloropyrido[3,2-d]pyrimidin-4-yl]amino)piperidine-1-carboxylate C(N)(=O)C1=CC(=NC2=C1N=CN=C2N[C@@H]2CN(CCC2)C(=O)OC(C)(C)C)Cl